tetradecyl-heptyl-bisphenol A C(CCCCCCCCCCCCC)C=1C(=C(O)C=CC1C(C)(C)C1=CC=C(C=C1)O)CCCCCCC